2-(2,6-dioxopiperidin-3-yl)-4-(((R)-1-(4-methoxyphenyl)ethyl)amino)isoindoline-1,3-dione O=C1NC(CCC1N1C(C2=CC=CC(=C2C1=O)N[C@H](C)C1=CC=C(C=C1)OC)=O)=O